hydrazinoethyl alcohol pelargonate C(CCCCCCCC)(=O)OCCNN